3-{7-[(3S,4S)-3-fluoro-2,2,6,6-tetramethylpiperidin-4-yl]-7H-pyrrolo[2,3-c]pyridazin-3-yl}naphthalen-2-ol F[C@@H]1C(NC(C[C@@H]1N1C=CC2=C1N=NC(=C2)C=2C(=CC1=CC=CC=C1C2)O)(C)C)(C)C